CC(C)(C)C(O)(C=1C=NC=NC1)C1=CC=C(C=C1)C1=CC=C(C=C1)OC(F)(F)F α-(1,1-dimethylethyl)-α-[4'-(trifluoromethoxy)[1,1'-biphenyl]-4-yl]-5-pyrimidinemethanol